C(C1=CC=CC=C1)C(C(=O)O)C(=O)O Benzylmalonic Acid